2-(Tert-butyl)-N-(1-(2-(methylsulfonyl)vinyl)cyclopropyl)-4-phenoxypyrimidine-5-carboxamide C(C)(C)(C)C1=NC=C(C(=N1)OC1=CC=CC=C1)C(=O)NC1(CC1)C=CS(=O)(=O)C